BrC=1C(=CC=2N(C1)C=C(N2)C(=O)OCC)OC ethyl 6-bromo-7-methoxy-imidazo[1,2-a]pyridine-2-carboxylate